3-(6-(4-chloroisoindoline-2-carbonyl)benzo[d]oxazol-2-yl)piperidine-2,6-dione ClC1=C2CN(CC2=CC=C1)C(=O)C1=CC2=C(N=C(O2)C2C(NC(CC2)=O)=O)C=C1